C1(=CC(=CC=C1)[B-](C=1C=C(C=CC1)C)(C=1C=C(C=CC1)C)C=1C=C(C=CC1)C)C.[CH+]1C=CC=CC=C1 tropylium tetrakis(m-tolyl)borate